allyl-(dimethyl)sulfonium bromide [Br-].C(C=C)[S+](C)C